C(=C)CC(=O)O.C(=C)OC=C vinyl ether vinyl-acetate